(1R,3S,5R)-2-(2-(3-acetyl-5-(2-methylpyrimidin-5-yl)-1H-indazol-1-yl)acetyl)-5-methyl-N-(6-(trifluoromethoxy)pyridin-2-yl)-2-azabicyclo[3.1.0]hexane-3-carboxamide C(C)(=O)C1=NN(C2=CC=C(C=C12)C=1C=NC(=NC1)C)CC(=O)N1[C@@H]2C[C@@]2(C[C@H]1C(=O)NC1=NC(=CC=C1)OC(F)(F)F)C